C(C1=CC=CC=C1)N1C(C2(CC1)CCN(CC2)C2=NC=CC=N2)=O 2-benzyl-8-(pyrimidin-2-yl)-2,8-diazaspiro[4.5]decan-1-one